C1(=CC=C(C=C1)COC1=CC=C(C(C(=O)O)=C1)C(=O)O)COC1=CC=C(C(C(=O)O)=C1)C(=O)O 5,5'-((1,4-phenylenedi(methylene))bis(oxy))diphthalic acid